2-[6-(1-{2-[4-(5,6-dimethoxypyridazin-3-yl)phenyl]ethyl}piperidin-4-yl)imidazo[1,5-a]pyridin-8-yl]-N-ethyl-5-fluoro-N-(isopropyl)benzamide COC=1C=C(N=NC1OC)C1=CC=C(C=C1)CCN1CCC(CC1)C=1C=C(C=2N(C1)C=NC2)C2=C(C(=O)N(C(C)C)CC)C=C(C=C2)F